C(C)(C)(C)C1=C(C(=CC(=C1)NC1=NC(=NC(=N1)SCCCCCCCC)SCCCCCCCC)C(C)(C)C)O 2,6-di-t-butyl-4-(4,6-bis(octylthio)-1,3,5-triazine-2-ylamino)phenol